1-Ethyl-3-methylimidazolium hexafluoroantimonate F[Sb-](F)(F)(F)(F)F.C(C)N1C=[N+](C=C1)C